2-((3-cyano-4,6-bis(trifluoromethyl)pyridin-2-yl)-amino)-N-(4-fluorophenyl)-N-(methyl-d3)acetamide C(#N)C=1C(=NC(=CC1C(F)(F)F)C(F)(F)F)NCC(=O)N(C([2H])([2H])[2H])C1=CC=C(C=C1)F